4-[2-(cyclopropylmethoxy)-5-(ethylsulfonylamino)phenyl]-6-methyl-7-oxothieno[2,3-c]pyridine-2-carboxamide C1(CC1)COC1=C(C=C(C=C1)NS(=O)(=O)CC)C=1C2=C(C(N(C1)C)=O)SC(=C2)C(=O)N